BrC1=CC(=C(C=C1F)CC=1N(C2=C(N1)C=C(C(=C2)C(=O)OCC)Cl)[C@@H]2COCC2(C)C)F Ethyl 2-[(4-bromo-2,5-difluoro-phenyl)methyl]-6-chloro-3-[(3S)-4,4-dimethyltetrahydrofuran-3-yl]benzimidazole-5-carboxylate